CC=1[C@@H](C(CCC1)(C)C)C(\C=C\C)=O |r| (+-)-(2E)-1-(2,6,6-trimethyl-2-cyclohexen-1-yl)-2-buten-1-one